ClC1=C2CC(OC(C2=C(C(=C1)C(=O)N[C@H](C(=O)OCC)CC1=CC=C(C=C1)O)O)=O)C ethyl (2S)-2-[(5-chloro-8-hydroxy-3-methyl-1-oxo-3,4-dihydroisochromene-7-carbonyl)amino]-3-(4-hydroxyphenyl)propanoate